6-[[4-(trifluoromethyl)imidazol-1-yl]methyl]-2-azaspiro[3.3]heptane FC(C=1N=CN(C1)CC1CC2(CNC2)C1)(F)F